(R)-3-(1-acryloylpiperidin-3-yl)-7-amino-1-(4-(2,6-difluorophenoxy)phenyl)-1,5-dihydro-4H-pyrrolo[2,3-d]pyridazin-4-one C(C=C)(=O)N1C[C@H](CCC1)C1=CN(C=2C(=NNC(C21)=O)N)C2=CC=C(C=C2)OC2=C(C=CC=C2F)F